C(C)N1C(CC[C@H](C1)N1N=C2N=C(C=CC2=C1)C1=C(C=C(C=C1C)C(F)(F)F)O)=O |o1:6| (R or S)-1-ethyl-5-(6-(2-hydroxy-6-methyl-4-(trifluoromethyl)phenyl)-2H-pyrazolo[3,4-b]pyridin-2-yl)piperidin-2-one